(S)-2-amino-2-cycloheptyl-N-(5-(3,5-dimethyl-4H-1,2,4-triazol-4-yl)Pyridin-2-yl)acetamide dihydrochloride Cl.Cl.N[C@H](C(=O)NC1=NC=C(C=C1)N1C(=NN=C1C)C)C1CCCCCC1